ClC=1C=CC(=C(C(=O)N)C1)S(N[C@@H]([C@@H](C)C1=C(C(=CC=C1F)C)C)C=1OC(NN1)=O)(=O)=O 5-chloro-2-(N-((1S,2S)-2-(6-fluoro-2,3-dimethylphenyl)-1-(5-oxo-4,5-dihydro-1,3,4-oxadiazol-2-yl)propyl)sulfamoyl)benzamide